(S)-9-chloro-4-(2-(dimethylamino)-2-oxoethyl)-N-(2-fluoro-6-methoxybenzyl)-3-methyl-5-oxo-2,3,4,5-tetrahydrobenzofuro[2,3-f][1,4]oxazepine-3-carboxamide ClC=1C=CC2=C(C1)C1=C(C(N([C@@](CO1)(C(=O)NCC1=C(C=CC=C1OC)F)C)CC(=O)N(C)C)=O)O2